tert-butyl N-[3-[4-amino-1-(2,2,2-trifluoroethyl)indol-2-yl]prop-2-ynyl]-N-(2-methoxy-4-methylsulfonyl-phenyl)carbamate NC1=C2C=C(N(C2=CC=C1)CC(F)(F)F)C#CCN(C(OC(C)(C)C)=O)C1=C(C=C(C=C1)S(=O)(=O)C)OC